(R)-N-cyclopropylpyrrolidine-3-carboxamide C1(CC1)NC(=O)[C@H]1CNCC1